3-CYCLOPROPOXY-5-FORMYL-N-METHYLISONICOTINAMIDE C1(CC1)OC1=C(C(=O)NC)C(=CN=C1)C=O